(But-2-ylamino)methane CC(CC)NC